N-[5-[benzyl-(methyl)amino]-2-pyridyl]-2,2,3,3-tetramethyl-cyclopropanecarboxamide C(C1=CC=CC=C1)N(C=1C=CC(=NC1)NC(=O)C1C(C1(C)C)(C)C)C